NC1=NNC2=CC=C(C=C12)C1=CC(=NC=C1)NC(=O)NC1=CC(=CC=C1)OC1=CC=CC=C1 (4-(3-amino-1H-indazol-5-yl)pyridine-2-yl)-3-(3-phenoxyphenyl)urea